e-vinyl ether C(=C)OC=C